7-(4-(4-(benzo[b]thiophen-4-yl)piperazin-1-yl)butoxy)quinolin-2-yl pivalate C(C(C)(C)C)(=O)OC1=NC2=CC(=CC=C2C=C1)OCCCCN1CCN(CC1)C1=CC=CC=2SC=CC21